imidazol-4-ylacetic acid sodium salt [Na+].N1C=NC(=C1)CC(=O)[O-]